2-(5-ethyl-2-phenoxyphenyl)-N-(2-methylquinoline-5-sulfonyl)oxolane-2-carboxamide C(C)C=1C=CC(=C(C1)C1(OCCC1)C(=O)NS(=O)(=O)C=1C=2C=CC(=NC2C=CC1)C)OC1=CC=CC=C1